2,5-diaminobenzenesulfonamide NC1=C(C=C(C=C1)N)S(=O)(=O)N